2-(4-(2-(((S)-phenyl((R)-1,2,3,4-tetrahydro-1,5-naphthyridin-3-yl)methyl)amino)ethyl)phenyl)acetic acid C1(=CC=CC=C1)[C@H]([C@H]1CNC2=CC=CN=C2C1)NCCC1=CC=C(C=C1)CC(=O)O